1-(5-fluoro-2-hydroxyphenyl)ethan-1-one FC=1C=CC(=C(C1)C(C)=O)O